pyridin-3-ylglycine N1=CC(=CC=C1)NCC(=O)O